4-(2-(bis(2-methoxyethyl)amino)-6-((2-methoxyethyl)(2,3,4-trimethoxybenzyl)amino)-8-(4-methoxypiperidin-1-yl)pyrimido[5,4-d]pyrimidin-4-yl)-1-methylpiperazin-2-one COCCN(C=1N=C(C2=C(N1)C(=NC(=N2)N(CC2=C(C(=C(C=C2)OC)OC)OC)CCOC)N2CCC(CC2)OC)N2CC(N(CC2)C)=O)CCOC